C(C)S(=O)(N(C)CC)=NC1=CC(=NC=N1)N1N=C(N=C1[C@H](C)NC(C1=CC(=CC(=C1)C(F)(F)F)C(F)(F)F)=O)C N-((1S)-1-(1-(6-((ethyl(ethyl(methyl)amino)(oxo)-λ6-sulfaneylidene)amino)pyrimidin-4-yl)-3-methyl-1H-1,2,4-triazol-5-yl)ethyl)-3,5-bis(trifluoromethyl)benzamide